1,3,4-thiadiazoline S1C=NNC1